ClC1=CC(=C(C(=O)OC)C=C1[N+](=O)[O-])/N=C/N(C)C (E)-methyl 4-chloro-2-(((dimethylamino) methylene) amino)-5-nitrobenzoate